3,3-bis(4-diethylamino-2-ethoxyphenyl)-4-azaphthalide C(C)N(C1=CC(=C(C=C1)C1(OC(=O)C2=CC=CN=C12)C1=C(C=C(C=C1)N(CC)CC)OCC)OCC)CC